C(C1=CC=CC=C1)N(C(C(N)=O)=O)CC1=NC=C(C=C1)Cl N'-benzyl-N'-[(5-chloro-2-pyridyl)methyl]oxamide